ClCCCOC=1C(=C(C=CC1)C1=C(C=CC(=C1)OCCCBr)C)C 3-chloropropyloxy-5'-bromopropoxy-2,2'-dimethyl-1,1'-biphenyl